5-[2,3-dichloro-6-(methoxymethoxy)phenyl]pyrrolidine-3-carboxylate ClC1=C(C(=CC=C1Cl)OCOC)C1CC(CN1)C(=O)[O-]